N-methyl-N-(pyrrolidin-3-yl)pyrido[4,3-d]pyrimidin-4-amine CN(C=1C2=C(N=CN1)C=CN=C2)C2CNCC2